NC/C(/CN1N=CN(C1=O)CC=1SC2=C(C1)C=C(C=C2)C=2C=NC(=CC2)C(F)(F)F)=C\F 2-[(2E)-2-(aminomethyl)-3-fluoroprop-2-en-1-yl]-4-({5-[6-(trifluoromethyl)pyridin-3-yl]-1-benzothiophen-2-yl}methyl)-2,4-dihydro-3H-1,2,4-triazol-3-one